8-(4-(2-Morpholinoethoxy)phenyl)-N2-(6-Morpholinopyridin-3-yl)pyrido[3,4-d]pyrimidine-2,4-diamine O1CCN(CC1)CCOC1=CC=C(C=C1)C1=NC=CC2=C1N=C(N=C2N)NC=2C=NC(=CC2)N2CCOCC2